C1(CC1)C=1C(=NC(=NC1)N[C@H]1CN(CC1)C(=O)C1=CC=C(C=C1)NC(C=C)=O)OC (R)-N-(4-(3-((5-cyclopropyl-4-methoxypyrimidin-2-yl)amino)pyrrolidine-1-carbonyl)phenyl)acrylamide